2-(4-acetylphenoxy)-N-{(3S)-4-[2-(4-chloro-3-fluorophenoxy)acetamido]-3-hydroxybicyclo[2.2.2]octan-1-yl}acetamide C(C)(=O)C1=CC=C(OCC(=O)NC23C[C@@H](C(CC2)(CC3)NC(COC3=CC(=C(C=C3)Cl)F)=O)O)C=C1